5-cyclopropyl-4-[(1-naphthyl)methyl]-2-oxo-8-phenyl-7-thia-1-azabicyclo[4.3.0]nonane-3,5,8-triene-9-carboxylic acid C1(CC1)C=1C(=CC(N2C(=C(SC12)C1=CC=CC=C1)C(=O)O)=O)CC1=CC=CC2=CC=CC=C12